azabenzotriazole N-oxide [N+]=1(NN=C2C1C=CC=N2)[O-]